(R)-N-benzyl-3-methyl-5-phenylpentanamide C(C1=CC=CC=C1)NC(C[C@@H](CCC1=CC=CC=C1)C)=O